NC1=NC=C(C=C1C(=O)N[C@@H]1[C@H](CCC1)OCC1=CC=C(C=C1)C=1C=C2CC[C@@H](C2=CC1)N1CCN(CC1)CCO)C=1SC=C(N1)C 2-amino-N-{(1S,2S)-2-[(4-{(1S)-1-[4-(2-hydroxyethyl)piperazin-1-yl]-2,3-dihydro-1H-inden-5-yl}phenyl)methoxy]cyclopentyl}-5-(4-methyl-1,3-thiazol-2-yl)pyridine-3-carboxamide